7-Diethylamino-2-oxo-2H-chromen C(C)N(C1=CC=C2C=CC(OC2=C1)=O)CC